C(C)(=O)C(C(=O)OCC)C(C)C ethyl 2-acetyl-3-methyl-butyrate